(1s,9s)-1-amino-4-chloro-9-ethyl-5-fluoro-9-hydroxy-1,2,3,9,12,15-hexahydro-10h,13h-benzo[de]pyrano[3',4':6,7]indolizino[1,2-b]quinoline-10,13-dione N[C@H]1CCC=2C=3C1=C1C(=NC3C=C(C2Cl)F)C2=CC3=C(C(N2C1)=O)COC([C@]3(O)CC)=O